7-methyl-N-[(2S)-1-{4-[4-(4-methyl-1,3-thiazol-2-yl)benzenesulfonyl]piperazin-1-yl}propan-2-yl]thieno[3,2-d]pyrimidin-4-amine CC1=CSC2=C1N=CN=C2N[C@H](CN2CCN(CC2)S(=O)(=O)C2=CC=C(C=C2)C=2SC=C(N2)C)C